OC=1C(=CC=C2C(C=C(OC12)C1=CC=CC=C1)=O)OC 8-hydroxy-7-methoxyflavone